2-[4-[2,3-Difluoro-4-(3,4,5-trifluorophenyl)phenyl]cyclohex-3-en-1-yl]-5-propyl-1,3-dioxan FC1=C(C=CC(=C1F)C1=CC(=C(C(=C1)F)F)F)C1=CCC(CC1)C1OCC(CO1)CCC